9-chloro-7-(5-fluoroindol-1-yl)-4-(pyridin-4-ylmethyl)-3,5-dihydro-2H-1,4-benzoxazepine ClC1=CC(=CC=2CN(CCOC21)CC2=CC=NC=C2)N2C=CC1=CC(=CC=C21)F